FC(OC1=C(C=C(C(=C1)N(C)CCN(C)C)[N+](=O)[O-])NC1=NC=C(C(=N1)N1CC(C2=NC=CC=C21)(C)C)C(=O)OC(C)C)F isopropyl 2-((2-(difluoromethoxy)-4-((2-(dimethylamino)ethyl)(methyl)amino)-5-nitrophenyl)amino)-4-(3,3-dimethyl-2,3-dihydro-1H-pyrrolo[3,2-b]pyridin-1-yl)pyrimidine-5-carboxylate